(S)-3-(1H-benzo[d]imidazol-6-yl)-4-(biphenyl-4-yl)oxazolidin-2-one N1C=NC2=C1C=C(C=C2)N2C(OC[C@@H]2C2=CC=C(C=C2)C2=CC=CC=C2)=O